C1(CCCCC1)CCC1=CC2=C(S1)C1=C3C=CC4=C(SC(=C4)CCC4CCCCC4)C3=C1C=C2 2,7-bis(2-cyclohexylethyl)biphenyleno[1,2-b:5,6-b']dithiophene